(2S)-3-[3-[[2-(2-Bromophenyl)acetyl]amino]phenyl]-2-[(3R)-pyrrolidin-3-yl]propanoic acid BrC1=C(C=CC=C1)CC(=O)NC=1C=C(C=CC1)C[C@H](C(=O)O)[C@@H]1CNCC1